CS(=O)(=O)N1CC(CC1)CNC(C1=CC=CC=C1)=O N-((1-(methylsulfonyl)pyrrolidin-3-yl)methyl)benzamide